N-caproyl-methyltaurine C(CCCCC)(=O)N(CCS(=O)(=O)O)C